(E)-(5-azido-6-bromohex-3-en-1-yl)benzene N(=[N+]=[N-])C(/C=C/CCC1=CC=CC=C1)CBr